8-methyl-8-n-butoxycarbonyltetracyclo[4.4.0.12,5.17,10]Dodec-3-ene CC1(C2C3C4C=CC(C3C(C1)C2)C4)C(=O)OCCCC